C(C)(C)(C)OOC(C)(C)C1=CC=C(C=C1)C(C)(C)OOC(C)(C)C 1,4-bis-(t-butylperoxyisopropyl)-benzene